N1(CCC1)C(=O)N1[C@H]([C@H](CC1)NS(=O)(=O)C1CC1)CC=1C(=C(C=CC1)C1=CC(=CC=C1)F)F N-((2S,3S)-1-(azetidin-1-ylcarbonyl)-2-((2,3'-difluorobiphenyl-3-yl)methyl)pyrrolidin-3-yl)cyclopropanesulfonamide